6H-[1,4]oxazin O1C=CN=CC1